7-bromo-N-[(4-methoxyphenyl)methyl]-N-methyl-[1,2,4]triazolo[4,3-a]pyridin-3-amine BrC1=CC=2N(C=C1)C(=NN2)N(C)CC2=CC=C(C=C2)OC